ClCC=1N=C(OC1)C=1OC2=C(C1)C=C(C=C2)F 4-(chloromethyl)-2-(5-fluorobenzofuran-2-yl)oxazole